N-cyclopropyl-2-methoxy-6-methyl-4-[7-(2-morpholinoethoxy)imidazo[1,2-a]pyridin-3-yl]benzamide C1(CC1)NC(C1=C(C=C(C=C1C)C1=CN=C2N1C=CC(=C2)OCCN2CCOCC2)OC)=O